[2-(3,5-dichloro-4-hydroxyphenyl)-3,5-dioxo-4H-1,2,4-triazin-6-yl]-carbamate ClC=1C=C(C=C(C1O)Cl)N1N=C(C(NC1=O)=O)NC([O-])=O